6-(bromomethyl)-2H-pyrido[3,2-b][1,4]oxazin-3(4H)-one BrCC=1C=CC=2OCC(NC2N1)=O